2-benzylamino-6-(N-ethyl-p-toluidinyl)fluorene [5-(trifluoromethyl)-2-pyridyl]carbamate FC(C=1C=CC(=NC1)NC(O)=O)(F)F.C(C1=CC=CC=C1)NC1=CC=2CC3=CC=C(C=C3C2C=C1)N(C1=CC=C(C=C1)C)CC